4-(4-(2-aminoethyl)piperazin-1-yl)-2-(2,6-dioxopiperidin-3-yl)isoquinoline-1,3-dione NCCN1CCN(CC1)C1C(N(C(C2=CC=CC=C12)=O)C1C(NC(CC1)=O)=O)=O